2-({trans-3-[(5S)-5-(3,5-difluorophenyl)-3-oxo-6,7-dihydro-3H-pyrrolo[2,1-c][1,2,4]triazol-2(5H)-yl]cyclobutyl}oxy)-4-fluorobenzonitrile FC=1C=C(C=C(C1)F)[C@@H]1CCC2=NN(C(N21)=O)[C@@H]2C[C@H](C2)OC2=C(C#N)C=CC(=C2)F